NC=1N=C(N(C(C1I)=O)C)N1CCC2(CC1)[C@@H](C1=CC=C(C=C1C2)C#C[Si](C)(C)C)N[S@](=O)C(C)(C)C (R)-N-((S)-1'-(4-amino-5-iodo-1-methyl-6-oxo-1,6-dihydropyrimidin-2-yl)-5-((trimethylsilyl)ethynyl)-1,3-dihydrospiro[indene-2,4'-piperidin]-1-yl)-2-methylpropane-2-sulfinamide